3-(7-amino-1-methyl-indazol-3-yl)piperidine-2,6-dione NC=1C=CC=C2C(=NN(C12)C)C1C(NC(CC1)=O)=O